racemic-3-benzyl-6-methyl-7-oxa-3-azabicyclo[4.1.0]heptane C(C1=CC=CC=C1)N1CC2OC2(CC1)C